(+/-)-Bicyclo[3.1.0]hex-2-ene-6-carboxylic acid C12C=CCC2C1C(=O)O